C(C)[C@@H]1CN(S(C2=C(O1)C=CC=N2)(=O)=O)CC=2C=C(C=CC2C)[C@H](C(C(=O)O)(C)C)OCC=2N=NN(C2)C (R)-3-(3-(((R)-4-Ethyl-1,1-dioxido-3,4-dihydro-2H-pyrido[3,2-b][1,4,5]oxathiazepin-2-yl)methyl)-4-methylphenyl)-2,2-dimethyl-3-((1-methyl-1H-1,2,3-triazol-4-yl)methoxy)propanoic acid